C1(=CC=CC=C1)C(CCN=C=O)(CCN=C=O)C1=CC=CC=C1 diphenyl-pentamethylene diisocyanate